2-(4-chloro-phenyl)-4,6-bis(naphthalen-1-yl-phenyl)-benzoxazole ClC1=CC=C(C=C1)C=1OC2=C(N1)C(=CC(=C2)C2=C(C=CC=C2)C2=CC=CC1=CC=CC=C21)C2=C(C=CC=C2)C2=CC=CC1=CC=CC=C21